S(=O)(=O)(O)C1=CC=C(C)C=C1.C1ONC(C)(CC2=CC=CC=C2)O1 methylenedioxyamphetamine tosylate